ClC=1C=C(C=CC1C(=O)N1CCN(CC1)C(=O)C1CCNCC1)NC(=O)C=1N(C(=CN1)C=1C(=NN(C1)C1=NC(=NC=C1)OC)C(F)(F)F)C N-[3-chloro-4-[4-(piperidine-4-carbonyl)piperazine-1-carbonyl]phenyl]-5-[1-(2-methoxypyrimidin-4-yl)-3-(trifluoromethyl)pyrazol-4-yl]-1-methylimidazole-2-carboxamide